COC1CN(C1)C(=O)[C@H]1CCCC=2N1C(N(N2)CC2=CC=C(C=C2)C)=O |r| (5RS)-5-[(3-Methoxyazetidin-1-yl)carbonyl]-2-(4-methylbenzyl)-5,6,7,8-tetrahydro[1,2,4]triazolo[4,3-a]pyridin-3(2H)-on